C1(=CC=CC=C1)N(CCOC1=CC=C(C=C1)CCCC(=O)O)C1=NC=CC=C1 4-{4-[2-(Phenyl-2-pyridinylamino)ethoxy]phenyl}butyric Acid